1,5-bis(ethenylthio)naphthalene C(=C)SC1=CC=CC2=C(C=CC=C12)SC=C